O=C1N(C=CC=C1C(=O)NC1=CC=C(C=C1)NC1=CC=NC2=CN=C(C=C12)N1CCNCC1)C1=CC=CC=C1 2-oxo-1-phenyl-N-[4-[(6-piperazin-1-yl-1,7-naphthyridin-4-yl)amino]phenyl]pyridine-3-carboxamide